ClC=1C=CC2=C(C[C@@H](CC=3N2C(=NN3)[C@@H]3CC[C@H](CC3)OC3=NC=CC=C3)CCNC(OC(C)(C)C)=O)C1 tert-butyl {(5R)-8-chloro-1-[trans-4-(pyridin-2-yloxy)cyclohexyl]-5,6-dihydro-4H-[1,2,4]triazolo[4,3-a][1]benzazepin-5-yl}ethylcarbamate